1-(tert-butyl)-3-(4-(ethylsulfonamido)phenyl)-5-((2-methoxypyridin-4-yl)amino)-1H-pyrazole-4-carboxamide C(C)(C)(C)N1N=C(C(=C1NC1=CC(=NC=C1)OC)C(=O)N)C1=CC=C(C=C1)NS(=O)(=O)CC